N=1C=NN2C1C=CC(=C2)C2CCN(CC2)S(=O)(=O)C=2C=NN1C2OCCC1 3-((4-([1,2,4]triazolo[1,5-a]pyridin-6-yl)piperidin-1-yl)sulfonyl)-6,7-dihydro-5H-pyrazolo[5,1-b][1,3]oxazine